2-({7-amino-1-oxo-4-[3-(thiophen-2-yl)-1H-indazol-5-yl]-2,3-dihydro-1H-isoindol-2-yl}methyl)-3-methoxypropanenitrile NC=1C=CC(=C2CN(C(C12)=O)CC(C#N)COC)C=1C=C2C(=NNC2=CC1)C=1SC=CC1